cetyl-stearyl acrylate C(C=C)(=O)OCCCCCCCCCCCCCCCCCCCCCCCCCCCCCCCCCC